potassium tetra-silicon [Si].[Si].[Si].[Si].[K]